COC(CCCCCCC(CC)OC(C)=O)OC 10,10-dimethoxy-3-acetoxydecane